ClC1=C(C=C(C=C1)F)C1NC(C=2C3=C(C=C(C12)C1=C(C(=O)N)C=C(C=C1F)C(F)(F)F)C=CC=C3)=O (3-(2-chloro-5-fluorophenyl)-1-oxo-2,3-dihydro-1H-benzo[e]isoindol-4-yl)-3-fluoro-5-(trifluoromethyl)benzamide